ClC=1N=C(C=2OC[C@H]3COC[C@@H](N3C2N1)C)CCl (cis)-3-chloro-1-chloromethyl-5-methyl-5,6,8a,9-tetrahydro-8H-7,10-dioxa-2,4,4b-triazaphenanthrene